methyl 3,3-dimethoxy-2-[2-[5-(trifluoromethyl)thiazol-2-yl]oxyphenyl]-propanoate COC(C(C(=O)OC)C1=C(C=CC=C1)OC=1SC(=CN1)C(F)(F)F)OC